S(=O)(=O)(OCCCCCCCCCCCC)[O-].[NH4+].[Al] aluminum ammonium lauryl sulfate